N(=[N+]=[N-])CCOCCOCCOCCOCCOCCOC1=NC(=NC(=N1)N1CCC(CC1)C)N (17-azido-3,6,9,12,15-pentaoxaheptadecyloxy)-6-(4-methylpiperidin-1-yl)-1,3,5-triazin-2-amine